CN(C/C=C/C(=O)NC=1C=C2C=CN=C(C2=CC1)N1C[C@H](CC1)NC1=NC=CC(=N1)C=1C(=NN2C1C=CC=C2)C2=CC=CC=C2)C (S,E)-4-(dimethylamino)-N-(1-(3-((4-(2-phenylpyrazolo[1,5-a]pyridin-3-yl)pyrimidin-2-yl)amino)pyrrolidin-1-yl)isoquinolin-6-yl)but-2-enamide